N[C@@H]1C[C@H](CC1)N1C=CC2=CC(=C(C=C12)OC)C(=O)N 1-((1S,3S)-3-aminocyclopentyl)-6-methoxy-1H-indole-5-carboxamide